N4-(1-(6,7-dihydro-5H-cyclopenta[b]pyridin-4-yl)-1H-pyrazolo[4,3-c]pyridin-6-yl)-N6-(tetrahydrofuran-3-yl)pyrimidine-4,6-diamine N1=C2C(=C(C=C1)N1N=CC=3C=NC(=CC31)NC3=NC=NC(=C3)NC3COCC3)CCC2